3-(3,5-dimethyl-1-(3-methyl-[1,2,4]triazolo[4,3-b]pyridazin-6-yl)-1H-pyrazol-4-yl)-1-(4-(4-(phenylsulfonyl)benzyl)piperazin-1-yl)propan-1-one CC1=NN(C(=C1CCC(=O)N1CCN(CC1)CC1=CC=C(C=C1)S(=O)(=O)C1=CC=CC=C1)C)C=1C=CC=2N(N1)C(=NN2)C